N1(CCC1)C(=O)[C@@H]1OCCN(C1)C=1C=2N(C=C(C1)S(=O)(=O)NC1(CC1)C)C(=CN2)C=2SC(=NN2)C(F)F (R)-8-(2-(azetidine-1-carbonyl)morpholino)-3-(5-(difluoromethyl)-1,3,4-thiadiazol-2-yl)-N-(1-methylcyclopropyl)imidazo[1,2-a]pyridine-6-sulfonamide